C(C)OC(C=NO)=O Glyoxylic acid ethyl ester oxime